3-(4-Cyano-3-(trifluoromethyl)phenyl)-N-(3,4-difluorophenyl)-2-(trifluoromethyl)oxazolidin-5-carboxamid C(#N)C1=C(C=C(C=C1)N1C(OC(C1)C(=O)NC1=CC(=C(C=C1)F)F)C(F)(F)F)C(F)(F)F